ClC=1C2=CN(N=C2C(=C(C1)C1=CC=C(C=C1)C=O)Cl)[C@@H](C(=O)NC=1SC=CN1)C1=C2N(C=N1)C[C@@H](C2)F |&1:19| rac-2-(4,7-dichloro-6-(4-formylphenyl)-2H-indazol-2-yl)-2-((R)-6-fluoro-6,7-dihydro-5H-pyrrolo[1,2-c]imidazol-1-yl)-N-(thiazol-2-yl)acetamide